(S)-benzyl (3-(5-amino-7-carbamoyl-3,4-dihydro-2H-benzo[b][1,4]oxazin-3-yl)propyl)carbamate NC1=CC(=CC=2OC[C@@H](NC21)CCCNC(OCC2=CC=CC=C2)=O)C(N)=O